OC1=C(C=CC=C1)C(C=CC1=CC=C(C#N)C=C1)=O 4-[3-(2-Hydroxyphenyl)-3-oxoprop-1-enyl]benzonitrile